NC(CO)(CO)CO 2-amino-2-(hydroxymethyl)-1,3-propandiol